CC(=O)C=1C=2C=CC(C2C=C(C1)C(C)(C)C)(C)C 6-tert-butyl-1,1-dimethyl-4-indenyl methyl ketone